NC1=NC=2C=CC(=CC2C2=C1C=NN2C)C(=O)N(N(C)C(=O)C2CC2)CC2=NN1C(C=C(C=C1)C(F)(F)F)=C2 4-amino-N'-(cyclopropanecarbonyl)-N',1-dimethyl-N-((5-(trifluoromethyl)pyrazolo[1,5-a]pyridin-2-yl)methyl)-1H-pyrazolo[4,3-c]quinoline-8-carbohydrazide